1-((1R,2R)-6,7-difluoro-2-hydroxy-4,4-dimethyl-1,2,3,4-tetrahydronaphthalen-1-yl)-3-(2'-(hydroxymethyl)-3-methyl-6-phenyl-[2,4'-bipyridin]-5-yl)urea FC=1C=C2C(C[C@H]([C@@H](C2=CC1F)NC(=O)NC=1C=C(C(=NC1C1=CC=CC=C1)C1=CC(=NC=C1)CO)C)O)(C)C